tert-butyl (4-bromo-N-(tert-butyldimethylsilyl)pyridine-2-sulfonimidoyl)carbamate BrC1=CC(=NC=C1)S(=O)(=N[Si](C)(C)C(C)(C)C)NC(OC(C)(C)C)=O